N1C[C@H](CCC1)NC(OCC(C)(C)C)=O (S)-tert-butyl-methyl (piperidin-3-yl)carbamate